2-(5-bromo-2-methylpyridin-3-yl)-3-hydroxy-2-methylpropanenitrile BrC=1C=C(C(=NC1)C)C(C#N)(CO)C